1-(3-(3-bromo-8,9-dihydropyrido[3',2':4,5]imidazo[1,2-a]pyrazin-7(6H)-yl)-3-oxopropoxy)propan BrC1=CC=2N=C3N(CCN(C3)C(CCOCCC)=O)C2N=C1